(S)-2-((2-chloro-5-cyano-3-(4-(1,1-dioxidothietan-3-yl)-2-ethylpiperazin-1-yl)phenyl)amino)-4-(cyclopropylamino)pyrazolo[1,5-a][1,3,5]triazine-8-carbonitrile ClC1=C(C=C(C=C1N1[C@H](CN(CC1)C1CS(C1)(=O)=O)CC)C#N)NC1=NC=2N(C(=N1)NC1CC1)N=CC2C#N